n-tetradecyl-sulfat C(CCCCCCCCCCCCC)OS(=O)(=O)[O-]